CC(=O)[C@H]1CC[C@@H]2[C@@]1(CC[C@H]3[C@H]2CC[C@H]4[C@@]3(CCC(=O)C4)C)C The molecule is a C21-steroid that is 5beta-pregnane with oxo groups at positions 3 and 20. It has a role as a human metabolite and a mouse metabolite. It is a 20-oxo steroid, a C21-steroid and a 3-oxo-5beta-steroid. It derives from a hydride of a 5beta-pregnane.